CC1(C(=O)[O-])CC=C(C=C1)C1(CN(CC1)C1=CC=CC=C1)NC(=O)C=1N(C2=CC=C(C(=C2C1)Cl)Cl)C 1-(±)-Methyl-4-[3-[(4,5-dichloro-1-methyl-indole-2-carbonyl)amino]-1-phenyl-pyrrolidin-3-yl]benzoate